(R)-1-(2-(((2S,4R)-1-ethyl-4-fluoropyrrolidin-2-yl)methoxy)-8-fluoro-7-(7-fluoro-3-hydroxynaphthalen-1-yl)-5-(propynyl)pyrido[4,3-d]pyrimidin-4-yl)-3-methylpiperidin-3-ol C(C)N1[C@@H](C[C@H](C1)F)COC=1N=C(C2=C(N1)C(=C(N=C2C#CC)C2=CC(=CC1=CC=C(C=C21)F)O)F)N2C[C@@](CCC2)(O)C